[2-(difluoromethoxy)-5-[3-(difluoromethyl)-4-fluoro-phenyl]-3-pyridyl]methanol FC(OC1=NC=C(C=C1CO)C1=CC(=C(C=C1)F)C(F)F)F